FC1CN(CCC1NC1=CC=CC2=C1SC=C2CC(F)(F)F)CC(COC)O 7-((3-fluoro-1-(2-hydroxy-3-methoxypropyl)piperidin-4-yl)amino)-3-(2,2,2-trifluoroethyl)benzo[b]thiophen